(2S)-3-phenyl-2-triisopropylsilyloxy-propanoic acid C1(=CC=CC=C1)C[C@@H](C(=O)O)O[Si](C(C)C)(C(C)C)C(C)C